C(C)OC(=O)C1=NOC(=C1)C=1C=C2C(=C(N(C2=CC1)C)CC1=CC=CC=C1)C#N 5-(N-methylbenzyl-3-cyanoindol-5-yl)isoxazole-3-carboxylic acid ethyl ester